N[C@@H](CC1=CC=CC=C1)C(=O)OCCCCCCCCC Nonyl L-phenylalaninate